FC=1C=C2NC=CC2=C2CCCCCNC(CC(C3=CN=C(C=4C(=CC=C(OC12)C4)F)N3)(C)C=3C=C(C=CC3)CCC(=O)O)=O 3-[3-(22,28-Difluoro-6-methyl-8-oxo-24-oxa-3,9,19,30-tetrazapentacyclo[23.3.1.12,5.015,23.016,20]triaconta-1(29),2,4,15,17,20,22,25,27-nonaen-6-yl)phenyl]propanoic acid